C(C)C1=C(C=CC=C1)CC 1,2-bis(ethyl)benzene